(5'S)-5'-(pyrazin-2-yl)-3-[(pyrazolo[1,5-a]pyrimidin-7-yl)methoxy]tetrahydro-3'H-spiro[cyclobutane-1,2'-pyrrolo[2,1-b][1,3]oxazol]-3'-one N1=C(C=NC=C1)[C@@H]1CCC2OC3(C(N21)=O)CC(C3)OCC3=CC=NC=2N3N=CC2